BrC1=CC=C2C(=N1)N(C1=C2CCCCC1)COCC[Si](C)(C)C 2-bromo-10-((2-(trimethylsilyl)ethoxy)methyl)-5,6,7,8,9,10-hexahydrocyclohepta[4,5]pyrrolo[2,3-b]pyridine